tetraacetic acid, monohydrate O.C(C)(=O)O.C(C)(=O)O.C(C)(=O)O.C(C)(=O)O